COC1=CC2=CC3=C(C(OC3)=O)C(=C2C=C1OC)C1=CC=C(C=C1)C(C(F)(F)F)=O 6,7-dimethoxy-9-(4-(2,2,2-trifluoroacetyl)phenyl)naphtho[2,3-c]furan-1(3H)-one